FC(C(F)(F)F)(S(=O)(=O)O)F.CN(C(N(C)C)=N)C tetramethyl-guanidine perfluoroethanesulfonate